O(C1=CC=CC=C1)P(=O)(OC1=CC=CC=C1)NC(C(=O)O)CC [(diphenoxyphosphoryl)amino]butanoic acid